O([C@H]1[C@H](O)[C@@H](O)[C@H](O)[C@H](O1)CO)C1=CC(=CC(=C1)C)O 3-hydroxy-5-methylphenyl β-D-glucopyranoside